1-(3,5-diisopropyl-[1,1'-biphenyl]-4-yl)-2-(8-methylphenanthro[3,2-b]benzofuran-11-yl)-1H-benzo[d]imidazole C(C)(C)C=1C=C(C=C(C1N1C(=NC2=C1C=CC=C2)C2=CC=C(C=1C3=C(OC12)C=C1C2=CC=CC=C2C=CC1=C3)C)C(C)C)C3=CC=CC=C3